CS(=O)(=O)O[C@@H]1[C@@H](CC1)COC1=C(C(=CC(=C1)S(N(CC1=CC=C(C=C1)OC)CC1=CC=C(C=C1)OC)(=O)=O)[N+](=O)[O-])NC[C@@H]1OCCOC1 ((1S,2S)-2-((2-((((S)-1,4-dioxan-2-yl) methyl) amino)-5-(N,N-bis(4-methoxybenzyl) sulfamoyl)-3-nitrophenoxy) methyl) cyclobutyl) methanesulfonate